3-cyclopropyl-4-(tributylstannyl)cyclobut-3-ene-1,2-dione C1(CC1)C=1C(C(C1[Sn](CCCC)(CCCC)CCCC)=O)=O